[Ru+3].ClC1=C(C(=C(C(=N1)C1=NC=CC(=C1C1=NC=CC(=C1)C)C)Cl)C)Cl trichloro-4,4',4''-trimethyl-terpyridin ruthenium (III)